ClC=1C=C(C=CC1Cl)NC(N(C)C)=O 3,4-dichlorophenyl-1,1-dimethylurea